C1(CCC1)CN[C@H]1CN(CCC1)C1=CC(N(C=C1)C(C)C1=CC(=NS1)C=1C=NC=C(C1)OC)=O 4-((R)-3-((cyclobutylmethyl)amino)piperidin-1-yl)-1-(1-(3-(5-methoxypyridin-3-yl)isothiazol-5-yl)ethyl)pyridin-2(1H)-one